dibutyl peroxide benzoate C(C1=CC=CC=C1)(=O)O.C(CCC)OOCCCC